C(CC)(=O)N1CCC2=CC(=CC=C12)C1=CC=C(C(=O)O)C=C1 4-(1-propionyl-indolin-5-yl)benzoic acid